Cl.ClC1=C(C=C2C=CN(C2=C1)C1=CC=C(C=C1)C(F)(F)F)N 6-chloro-1-(4-(trifluoromethyl)phenyl)-1H-indol-5-amine HCl salt